C(C)(C)(C)C1=NC(=NO1)C(=O)NCC1=C(C=C(C=C1)C1=NC=NN2C1=CC(=C2)C2=CC=C(C=C2)C=O)OC 5-tert-butyl-N-[[4-[6-(4-formylphenyl)pyrrolo[2,1-f][1,2,4]triazin-4-yl]-2-methoxy-phenyl]methyl]-1,2,4-oxadiazole-3-carboxamide